CN1C(C2=C(C(=C1)C=1C=C(C(=O)NCC3OCCC3)C=CC1OC1=CC=CC=C1)C=CN2)=O 3-(6-methyl-7-oxo-6,7-dihydro-1H-pyrrolo[2,3-c]pyridin-4-yl)-4-phenoxy-N-(tetrahydrofuran-2-ylmethyl)benzamide